3-(((5-(dimethylamino)-2-(trifluoromethyl)pyrazolo[1,5-a]pyrimidin-7-yl)amino)methyl)-3-(4-fluorophenyl)azetidine-1-sulfonamide CN(C1=NC=2N(C(=C1)NCC1(CN(C1)S(=O)(=O)N)C1=CC=C(C=C1)F)N=C(C2)C(F)(F)F)C